3-(N-(5-chloro-2-methoxyphenyl)sulfamoyl)-N-(6-(dimethylamino)pyridin-3-yl)benzamide ClC=1C=CC(=C(C1)NS(=O)(=O)C=1C=C(C(=O)NC=2C=NC(=CC2)N(C)C)C=CC1)OC